9-((1r,4r)-4-(tert-butyldimethylsilyloxy)cyclohexyl)-2-chloro-7-methyl-7H-purin-8(9H)-one [Si](C)(C)(C(C)(C)C)OC1CCC(CC1)N1C2=NC(=NC=C2N(C1=O)C)Cl